C(C)OC(=O)C1=C(C=2N(N=C1)C=C(N2)C(F)(F)F)Br 8-bromo-2-(trifluoromethyl)imidazo[1,2-b]Pyridazine-7-carboxylic acid ethyl ester